2-(4-(((6-((2,3-dichlorobenzyl)(methyl)amino)-5-fluoropyrimidin-4-yl)amino)methyl)-3-hydroxypiperidin-1-yl)acetamide ClC1=C(CN(C2=C(C(=NC=N2)NCC2C(CN(CC2)CC(=O)N)O)F)C)C=CC=C1Cl